C(C1=CC=CC=C1)OC=1C=C(C=CC1[N+](=O)[O-])C(C(=O)OC)(C)C methyl 2-(3-(benzyloxy)-4-nitrophenyl)-2-methylpropionate